N[C@H]1CS(C2=C(N(C1=O)CC=1C=NC(=CC1)OC(C)C)C=C(C(=C2)F)C2=NOC(=N2)C2CN(CC(C2)(F)F)C)(=O)=O (3R)-3-amino-7-[5-(5,5-difluoro-1-methyl-3-piperidyl)-1,2,4-oxadiazol-3-yl]-8-fluoro-5-[(6-isopropoxy-3-pyridyl)methyl]-1,1-dioxo-2,3-dihydro-1lambda6,5-benzothiazepin-4-one